C1(CC1)C1=NC=NC(=C1C=1N=C(C2=C(N1)N(CC2)C#N)NCC2=CC=C(C=C2)C=2N(C=C(N2)C(F)(F)F)C)OC 2-(4-cyclopropyl-6-methoxypyrimidin-5-yl)-4-((4-(1-methyl-4-(trifluoromethyl)-1H-imidazol-2-yl)benzyl)amino)-5,6-dihydro-7H-pyrrolo[2,3-d]pyrimidine-7-carbonitrile